COC1=C(C=CC(=C1)C1(CCC1)OC)B1OC(C(O1)(C)C)(C)C 2-(2-methoxy-4-(1-methoxycyclobutyl)phenyl)-4,4,5,5-tetramethyl-1,3,2-dioxaborolane